BrC=1C=C(C=CC1)CC(C(=O)O)NC(=O)OC(C)(C)C 3-(3-bromophenyl)-2-((tert-butoxycarbonyl)amino)propionic acid